1-(4-methoxyphenyl)naphthalene COC1=CC=C(C=C1)C1=CC=CC2=CC=CC=C12